ClC=1C=C(OCC(=O)NC(CO)(C)C)C=CC1C=1N(C2=NC=NC(=C2N1)OC1(CC1)C)CC1=NC=CC(=C1)C 2-(3-chloro-4-(6-(1-methylcyclopropoxy)-9-((4-methylpyridin-2-yl)methyl)-9H-purin-8-yl)phenoxy)-N-(1-hydroxy-2-methylpropan-2-yl)acetamide